ClC1=NC=CC2=C1CCC[C@]21NC(OC1)=O (S)-1-chloro-7,8-dihydro-6H-spiro[isoquinoline-5,4'-oxazolidin]-2'-one